C(C)(C)C1=CC(=CC2=CC(=CC=C12)C(F)(F)F)B(O)O (4-isopropyl-7-(trifluoromethyl)naphthalen-2-yl)boronic acid